NC1=C2C(=NC=N1)N(N=C2C2=NOC(=C2C2=NC=C(C=N2)C2CCN(CC2)C(=O)N(CCC2CCC(CC2)=O)C)C2CC2)C(C)(C)C 4-[2-[3-(4-amino-1-tert-butyl-pyrazolo[3,4-d]pyrimidin-3-yl)-5-cyclopropyl-isoxazol-4-yl]pyrimidin-5-yl]-N-methyl-N-[2-(4-oxocyclohexyl)ethyl]piperidine-1-carboxamide